(R)-7-fluoro-4-(6-(((R)-tetrahydrofuran-3-yl)oxy)pyridin-3-yl)-2,3-dihydro-1H-inden-1-amine FC=1C=CC(=C2CC[C@H](C12)N)C=1C=NC(=CC1)O[C@H]1COCC1